(2R,4S)-2-(5-((-)-3-cyclopropyl-1-((S)-1,1-dimethylethylsulfinamido)-1-(pyridin-4-yl)propyl)-2-fluorophenylcarbamoyl)-4-methoxy-4-phenylpyrrolidine-1-carboxylic acid tert-butyl ester C(C)(C)(C)OC(=O)N1[C@H](C[C@@](C1)(C1=CC=CC=C1)OC)C(NC1=C(C=CC(=C1)C(CCC1CC1)(C1=CC=NC=C1)N[S@@](=O)C(C)(C)C)F)=O